2-(5-chloro-2-(4-(trifluoromethyl)-1H-1,2,3-triazol-1-yl)phenyl)acetaldehyde ClC=1C=CC(=C(C1)CC=O)N1N=NC(=C1)C(F)(F)F